ClC1=C(C=C(OC2=C(C=C(COC=3C=NC(N4C3N3C5(COC(C3)C5)CC4)=O)C=C2F)F)C=C1)C(F)(F)F ((4-(4-chloro-3-(tri-fluoromethyl)phenoxy)-3,5-difluorobenzyl)oxy)-6,7,10,11-tetrahydro-4H,8H-7a,10-methanopyrimido[6',1':2,3]pyrimido[6,1-c][1,4]oxazin-4-one